C(C)(C)(C)OC(=O)N(C1CCC2=C(C(=C(S2)C(=O)O)I)C1)C 5-[tert-butoxycarbonyl(methyl)amino]-3-iodo-4,5,6,7-tetrahydrobenzothiophene-2-carboxylic acid